C[C@@H]1CN(C(=CC1)C=1C=CC2=CN(N=C2C1)C1CN(CC(C1)(C)C)C)C(=O)OC(C)(C)C (3S)-tert-butyl 3-methyl-6-(2-(1,5,5-trimethylpiperidin-3-yl)-2H-indazol-6-yl)-3,4-dihydropyridine-1(2H)-carboxylate